(S)-N-(1-cyclopropyl-4-(3-((methylamino)methyl)piperidin-1-yl)-2-(trifluoromethyl)-1H-benzo[d]imidazol-5-yl)-2-(pyridazin-4-yl)thiazole-4-carboxamide dihydrochloride Cl.Cl.C1(CC1)N1C(=NC2=C1C=CC(=C2N2C[C@@H](CCC2)CNC)NC(=O)C=2N=C(SC2)C2=CN=NC=C2)C(F)(F)F